N-((adamantan-1-yl)methyl)-N-(4-(5-(difluoromethyl)-1,3,4-oxadiazol-2-yl)benzyl)methanesulfonamide C12(CC3CC(CC(C1)C3)C2)CN(S(=O)(=O)C)CC2=CC=C(C=C2)C=2OC(=NN2)C(F)F